5-(4'-chloro-[1,1'-biphenyl]-3-yl)-5H-benzol ClC1=CC=C(C=C1)C1=CC(=CC=C1)C1CC=CC=C1